F[Sb-](F)(F)(F)(F)F hexa-fluoroantimonate